2-(t-butyldimethylsilyloxy)ethylamine [Si](C)(C)(C(C)(C)C)OCCN